2-(3-ethoxy-4-methoxy-5-methylsulfanyl-phenyl)ethylamine C(C)OC=1C=C(C=C(C1OC)SC)CCN